The molecule is a steroid glucosiduronic acid that is 17-epiestriol having a single beta-D-glucuronic acid residue attached at position 3. It is a steroid glucosiduronic acid and a beta-D-glucosiduronic acid. It derives from a 17-epiestriol. It is a conjugate acid of a 17-epiestriol 3-O-(beta-D-glucuronide)(1-). C[C@]12CC[C@H]3[C@H]([C@@H]1C[C@H]([C@H]2O)O)CCC4=C3C=CC(=C4)O[C@H]5[C@@H]([C@H]([C@@H]([C@H](O5)C(=O)O)O)O)O